C(CC=C)N1C=NC=C1 1-(3-butenyl)imidazole